N(=C=O)C1(CCC(CC1)(C)N=C=O)C diisocyanato-1,4-dimethylcyclohexane